4-(cis-bicyclo[3.1.0]hexane-3-yloxy)-3-chloroaniline C12CC(CC2C1)OC1=C(C=C(N)C=C1)Cl